4,7,10,13,16,19-hexaoxadocosa-1,21-diyne C#CCOCCOCCOCCOCCOCCOCC#C